C(C)(C)(C)OC(=O)N1CC(CCC1)CCOC1=CC(=C(C=C1)F)CNC([C@H](CCC1=CC=CC=C1)NC([C@H](CC(=O)OC(C)(C)C)NC(C)=O)=O)=O 3-(2-(3-(((S)-2-((S)-2-acetamido-4-(tert-butoxy)-4-oxobutanoylamino)-4-phenylbutanoylamino)methyl)-4-fluorophenoxy)ethyl)piperidine-1-carboxylic acid tert-butyl ester